N-(6-(3,3-difluoro-1-(pyridin-2-yl)cyclobutane-1-carbonyl)pyridin-3-yl)-2-(4-(ethylsulfonyl)phenyl)acetamide FC1(CC(C1)(C(=O)C1=CC=C(C=N1)NC(CC1=CC=C(C=C1)S(=O)(=O)CC)=O)C1=NC=CC=C1)F